aluminum dihydroxyethyl phosphinate [PH2](OCC(O)O)=O.[Al]